1,2,4-oxadiazolin O1N=CNC1